C(C)(C)C1=C(C=CC=C1)C1(CNC1)C(=O)NC=1C=NC=CC1OC 3-(2-isopropylphenyl)-N-(4-methoxypyridin-3-yl)azetidine-3-carboxamide